N-Boc-3-[2-(2-aminoethoxy)ethoxy]propionic acid C(=O)(OC(C)(C)C)NCCOCCOCCC(=O)O